(1R,2S)-1-(2-cyanophenyl)-1-(1-(3-methoxypropyl)-1H-pyrazol-4-yl)propan C(#N)C1=C(C=CC=C1)[C@@H](CC)C=1C=NN(C1)CCCOC